N-[(3-bromo-1-{(2RS)-2-[(tert-butoxycarbonyl)amino]propyl}-1H-pyrazol-5-yl)methyl]-N,N-diethylethanaminium BrC1=NN(C(=C1)C[N+](CC)(CC)CC)C[C@@H](C)NC(=O)OC(C)(C)C |r|